C1(CCCCC1)C=1N=CC(=NC1)CN(C(OC(C)(C)C)=O)C1=CC(=CC=C1)F tert-butyl ((5-cyclohexylpyrazin-2-yl)methyl)(3-fluorophenyl)carbamate